((7-chloro-5-ethyl-1-methyl-4-oxo-4,5-dihydro-1H-pyrrolo[3,2-c]pyridin-3-yl)amino)-6-((6-cyanopyridin-2-yl)amino)-N-(methyl-d3)nicotinamide ClC=1C2=C(C(N(C1)CC)=O)C(=CN2C)NC2=C(C(=O)NC([2H])([2H])[2H])C=CC(=N2)NC2=NC(=CC=C2)C#N